FC(C1=NN=C(O1)C1CCN(CC1)C1=NN=C(O1)C=1C=NC(=NC1)N)(F)F 5-(5-(4-(5-(trifluoromethyl)-1,3,4-oxadiazol-2-yl)piperidin-1-yl)-1,3,4-oxadiazol-2-yl)pyrimidin-2-amine